ClC=1C2=C(N=CN1)N(C=C2)[C@H]2[C@@H]([C@]([C@H](O2)COC=2C=C(C=CC2)NC(=O)N)(C)O)O 1-(3-(((2R,3S,4R,5R)-5-(4-chloro-7H-pyrrolo[2,3-d]pyrimidin-7-yl)-3,4-dihydroxy-3-methyltetrahydrofuran-2-yl)methoxy)phenyl)urea